N[C@@H](CCC(=O)N(CC(=S)O)C=CC)C(=O)O gamma-glutamyl-propenyl-thioglycine